ClC1=C(C=C(C=C1)N1C[C@H](CC1=O)C(=O)NC=1C=C(NN1)C1CC1)C (S)-1-(4-chloro-3-methylphenyl)-N-(3-cyclopropyl-2H-pyrazol-5-yl)-5-oxopyrrolidine-3-carboxamide